2-amino-N-(4-(((2S*,4R*)-6-chloro-2-methyl-1-propionyl-1,2,3,4-tetrahydroquinolin-4-yl)amino)phenyl)acetamide NCC(=O)NC1=CC=C(C=C1)N[C@@H]1C[C@@H](N(C2=CC=C(C=C12)Cl)C(CC)=O)C |o1:12,14|